FC1=C(C=C(C=C1)COC=1N=CC2=C(N1)C(=CN2C(C)C)N2CC(C(C2)(F)F)(F)F)CC(=O)O 2-(2-fluoro-5-(((5-isopropyl-7-(3,3,4,4-tetrafluoropyrrolidin-1-yl)-5H-pyrrolo[3,2-d]pyrimidin-2-yl)oxy)methyl)phenyl)acetic acid